amyl-C-butyl-phenyl-methyl-propylpropylpropanal C(CCCC)C(C(C=O)(CCC)CCC)(CCCCC)C1=CC=CC=C1